FC1=CC2=C(SC(=C2CCNC2=CC(=NC=N2)C2=CC(=C(C=C2)C2=CC(=NO2)O)OC)C)C(=C1)C 5-(4-{6-[2-(5-Fluoro-2,7-dimethyl-benzo[b]thiophen-3-yl)-ethylamino]-pyrimidin-4-yl}-2-methoxy-phenyl)-isoxazol-3-ol